1-((S)-1-(3-Fluorophenyl)ethyl)-N5-((1R,3R,5S,6r)-3-hydroxybicyclo[3.1.0]hexan-6-yl)-N3-methyl-1H-pyrazole-3,5-dicarboxamide FC=1C=C(C=CC1)[C@H](C)N1N=C(C=C1C(=O)NC1[C@H]2CC(C[C@@H]12)O)C(=O)NC